C(C)OC(=O)C1=C(C2=C(CC(C3=CN(N=C23)CC2CCN(CC2)C(C)=O)C)O1)C(F)(F)F 2-[(1-acetylpiperidin-4-yl)methyl]-4-methyl-8-(trifluoromethyl)-4,5-dihydro-2H-furo[2,3-g]indazole-7-carboxylic acid ethyl ester